3-(8-(2,6-diazaspiro[3.3]heptan-2-yl)-2,3-dihydro-4H-benzo[b][1,4]oxazin-4-yl)piperidine-2,6-dione C1N(CC12CNC2)C2=CC=CC1=C2OCCN1C1C(NC(CC1)=O)=O